ClC1=CC(=NC=C1)[C@@H]1[C@H](C1)C(=O)NC1=NC=NC(=C1)N1[C@H](C[C@@H](C1)O)C=1N=C2N(C=C(C=C2)C2CC2)C1 |o1:7,8| (1S*,2S*)-2-(4-chloropyridin-2-yl)-N-(6-((2R,4S)-2-(6-cyclopropyl-imidazo[1,2-a]pyridin-2-yl)-4-hydroxypyrrolidin-1-yl)pyrimidin-4-yl)cyclopropane-1-carboxamide